ethyl 3-{3-[(6-hydroxy-2,2-dioxo-2H-1,2λ6,3-benzoxathiazin-3(4H)-yl)methyl]-4-methylphenyl}-3-(1-{(E)-2-[2-(hydroxymethyl)phenyl]ethenyl}-4-methyl-1H-benzotriazol-5-yl)propanoate OC=1C=CC2=C(CN(S(O2)(=O)=O)CC=2C=C(C=CC2C)C(CC(=O)OCC)C2=C(C3=C(N(N=N3)\C=C\C3=C(C=CC=C3)CO)C=C2)C)C1